ClC1=CC(=C(C=C1Cl)C(NS(=O)C(C)(C)C)C1[C@H]2CN(C[C@@H]12)C(=O)[C@@H]1OC(OC1)(C)C)OCC=C N-[[4,5-dichloro-2-(prop-2-en-1-yloxy)phenyl][(1R,5S,6R)-3-[(4R)-2,2-dimethyl-1,3-dioxolane-4-carbonyl]-3-azabicyclo[3.1.0]hexan-6-yl]methyl]-2-methylpropane-2-sulfinamide